(R)-2-(2,6-difluorophenyl)-4-((4-(2-(2-(hydroxymethyl)pyrrolidin-1-yl)-2-oxoethyl)phenyl)amino)-6,7-dihydro-5H-pyrrolo[3,4-d]pyrimidin-5-one FC1=C(C(=CC=C1)F)C=1N=C(C2=C(N1)CNC2=O)NC2=CC=C(C=C2)CC(=O)N2[C@H](CCC2)CO